O[C@@H](CNCC1=CC(=NC(=C1)C(F)(F)F)OC1CCN(CC1)C1CC(C1)(N1N=CC(=C1)C=1C2=C(N=CN1)NC=C2)CC#N)C {trans-3-(4-{[4-({[(2R)-2-hydroxypropyl]amino}methyl)-6-(trifluoromethyl)pyridin-2-yl]oxy}piperidin-1-yl)-1-[4-(7H-pyrrolo[2,3-d]pyrimidin-4-yl)-1H-pyrazol-1-yl]cyclobutyl}acetonitrile